(4-((2-(3-oxa-8-azabicyclo[3.2.1]octan-8-yl)pyrimidin-5-yl)oxy)-3-methylphenyl)-3-methoxybicyclo[1.1.1]pentane-1-carboxamide C12COCC(CC1)N2C2=NC=C(C=N2)OC2=C(C=C(C=C2)C2C1(CC2(C1)OC)C(=O)N)C